CONC1=C(C=CC=C1)C#CC(C)C methoxy-2-(3-methylbut-1-ynyl)aniline